IC=1N=C(C2=C(N1)NC=C2)Cl 2-iodo-4-chloro-7H-pyrrolo[2,3-d]pyrimidine